NCC1N(C2=CC=CC=C2N(C1)C1=CC=C(C=C1)C(F)(F)F)CCO 2-(2-(aminomethyl)-4-(4-(trifluoromethyl)phenyl)-3,4-dihydroquinoxalin-1(2H)-yl)ethan-1-ol